p-Amino-o-cresol NC=1C=C(C(=CC1)O)C